((2-(((2S)-3,3-dimethyl-1-oxo-1-((2S)-2-(2-phenylthiomorpholine-4-carbonyl)pyrrolidin-1-yl)butan-2-yl)carbamoyl)benzo[b]thiophen-5-yl)difluoromethyl)phosphonic acid CC([C@@H](C(N1[C@@H](CCC1)C(=O)N1CC(SCC1)C1=CC=CC=C1)=O)NC(=O)C1=CC2=C(S1)C=CC(=C2)C(F)(F)P(O)(O)=O)(C)C